The molecule is a tricarboxylic acid trianion that is the conjugate base of 5-hydroxypenta-2,4-diene-1,2,5-tricarboxylic acid. It is a conjugate base of a 5-hydroxypenta-2,4-diene-1,2,5-tricarboxylic acid. C(/C(=C/C=C(/C(=O)O)\\[O-])/C(=O)[O-])C(=O)[O-]